C(C)S(=O)(=O)NC1C(N(C2CC1C2)C(=O)OC(C)(C)C)CC=2C(=C(C=CC2)C2=CC(=CC(=C2)F)F)F tert-Butyl 4-[(ethylsulfonyl)amino]-3-[(2,3',5'-trifluoro[biphenyl]-3-yl)methyl]-2-azabicyclo[3.1.1]heptane-2-carboxylate